CC(C)(C)OC(=O)N1CCCC[C@@H]1CN (R)-2-(Aminomethyl)-1-N-boc-piperidine